C(C)(C)(C)OC(/N=C\1/N(C(C[C@@](N1)(C)C1=C(C(=CC=C1)NC(=O)OCC1=CC=CC=C1)Cl)=O)C1C[C@@H](O[C@@H](C1)C)C)=O (NE)-N-{(4S)-4-[3-(benzyloxycarbonylamino)-2-chlorophenyl]-1-[(2S,6R)-2,6-dimethyltetrahydropyran-4-yl]-4-methyl-6-oxohexahydropyrimidin-2-ylidene}-carbamic acid tert-butyl ester